N-((S)-1-(but-2-ynoyl)pyrrolidine-3-carbonyl)-N-methyl-L-valine tert-butyl ester C(C)(C)(C)OC([C@@H](N(C)C(=O)[C@@H]1CN(CC1)C(C#CC)=O)C(C)C)=O